N1(CCNCC1)C=1C(=NC=CC1)NC1=CC=C(C=C1)C(F)(F)F 3-(piperazin-1-yl)-N-(4-(trifluoromethyl)phenyl)pyridin-2-amine